C(C)(C)(C)OC(=O)N[C@H]1CN(CC1)C(=O)N1CCN(CC1)C(=O)OCC1=CC=CC=C1 benzyl (R)-4-(3-((tert-butoxycarbonyl)amino)pyrrolidine-1-carbonyl)piperazine-1-carboxylate